C(C1=CC=CC=C1)[C@H]1[C@@H](C2=CC=CC=C2CC1)O (1S,2S)-2-benzyl-1,2,3,4-tetrahydronaphthalen-1-ol